NC1=NC=2C=CC=CC2C2=C1N=C(N2OCCOCCNC(CCCOCCCCCCCCCCCCC)=O)CCCC N-[2-[2-[(4-amino-2-butyl-1H-imidazo[4,5-c]quinolin-1-yl)oxy]ethoxy]ethyl]-4-(tridecyloxy)butanamide